4-(N-(3-(Benzo[b]thiophen-3-yl)-1-methyl-1H-indol-5-yl)sulfamoyl)-N-hydroxybenzamid S1C2=C(C(=C1)C1=CN(C3=CC=C(C=C13)NS(=O)(=O)C1=CC=C(C(=O)NO)C=C1)C)C=CC=C2